3-[5-chloro-2-[[(3S)-3-piperidyl]amino]pyrimidin-4-yl]-7-methylsulfonyl-1H-indole-6-carbonitrile ClC=1C(=NC(=NC1)N[C@@H]1CNCCC1)C1=CNC2=C(C(=CC=C12)C#N)S(=O)(=O)C